OCC#CC1=C2CN(C(C2=CC=C1)=O)C1C(NC(CC1)=O)=O 3-(4-(3-hydroxyprop-1-yn-1-yl)-1-oxoisoindolin-2-yl)piperidine-2,6-dione